FC=1C(=CC(=C(C1)NCC#CC=1OC2=C(C1C=1N=CSC1)C=CC=C2)OC)S(=O)(=O)C 2-(3-((5-fluoro-2-methoxy-4-(methylsulfonyl)phenyl)amino)prop-1-yn-1-yl)-3-(thiazol-4-yl)benzofuran